5-(4-fluoro-2-methyl-1-(1-methylpiperidin-4-yl)-1H-benzo[d]imidazol-6-yl)-N-(tetrahydro-2H-pyran-4-yl)-7H-pyrrolo[2,3-d]pyrimidin-2-amine FC1=CC(=CC=2N(C(=NC21)C)C2CCN(CC2)C)C2=CNC=1N=C(N=CC12)NC1CCOCC1